COC1=CC=C(C=C1)/C=C/C(=O)N[C@@H]([C@@H](C)CC)C(=O)O ((E)-3-(4-methoxyphenyl)acryloyl)-L-isoleucine